tert-butyl (3R,4R)-4-((4-(3-(2-(benzyloxy)-6-hydroxypyridin-3-yl)-1-methyl-1H-indazol-6-yl)piperazin-1-yl)methyl)-3-fluoropiperidine-1-carboxylate C(C1=CC=CC=C1)OC1=NC(=CC=C1C1=NN(C2=CC(=CC=C12)N1CCN(CC1)C[C@@H]1[C@H](CN(CC1)C(=O)OC(C)(C)C)F)C)O